1,2,4-triazolol N1N=C(N=C1)O